[2,2'-bipyridine] N1=C(C=CC=C1)C1=NC=CC=C1